COCCOCC=1C=C2C=C(NC2=C(C1)N)C1=CC=CC=C1 5-((2-methoxyethoxy)methyl)-2-phenyl-1H-indol-7-amine